1-(1-(dimethoxymethoxy)-2-methylpropan-2-yl)-7-(pyrimidin-5-yl)-1H-benzo[d]Imidazole-5-carboxylic acid methyl ester COC(=O)C1=CC2=C(N(C=N2)C(COC(OC)OC)(C)C)C(=C1)C=1C=NC=NC1